2-amino-N-((2,6-dihydroxy-3'-methyl-4-pentyl-[1,1'-biphenyl]-3-yl)sulfonyl)acetamide NCC(=O)NS(=O)(=O)C=1C(=C(C(=CC1CCCCC)O)C1=CC(=CC=C1)C)O